[Cl-].C(CCCCCCCCCCC)CC(C[N+](C)(C)C)O N-(dodecyl-2-hydroxypropyl)-trimethyl-ammonium chloride